genistein 7-O-sulfate S(=O)(=O)(O)OC=1C=C(C=2C(C(=COC2C1)C1=CC=C(O)C=C1)=O)O